(difluoromethyl)-8-((1S,2S)-2-(difluoromethyl)cyclopropyl)-6-(2,4-dimethoxypyrimidin-5-yl)imidazo[1,2-b]pyridazine FC(F)C=1N=C2N(N=C(C=C2[C@@H]2[C@H](C2)C(F)F)C=2C(=NC(=NC2)OC)OC)C1